(2S,3S)-3-Amino-bicyclo[2.2.2]octan-2-carboxylat N[C@@H]1[C@H](C2CCC1CC2)C(=O)[O-]